2-Ethylbutyl ((S)-(((2R,3S,5R)-5-(6-amino-2-fluoro-9H-purin-9-yl)-2-ethynyl-3-hydroxytetrahydrofuran-2-yl) methoxy)(phenoxy)phosphoryl)-L-phenylalaninate NC1=C2N=CN(C2=NC(=N1)F)[C@H]1C[C@@H]([C@@](O1)(C#C)CO[P@](=O)(OC1=CC=CC=C1)N[C@@H](CC1=CC=CC=C1)C(=O)OCC(CC)CC)O